N-[4-[(6,7-dimethoxy-1,5-naphthyridin-4-yl)oxy]-3-fluorophenyl]-1-(2-fluoroethyl)-5-(4-fluoro-3-methylphenyl)-2-methyl-4-oxopyridine-3-carboxamide COC=1N=C2C(=CC=NC2=CC1OC)OC1=C(C=C(C=C1)NC(=O)C1=C(N(C=C(C1=O)C1=CC(=C(C=C1)F)C)CCF)C)F